3,6-bis-phenoxymethyl-1lambda6-[1,2,7]thiadiazepane-4,5-diol O(C1=CC=CC=C1)CC1N[SH4]NC(C(C1O)O)COC1=CC=CC=C1